C(C)(=O)N1CCN(CC1)C1=CC=C(C=C1)C=1C=C2C(=NC1)NC=C2/C=C/C(=O)N[C@H](C)C2=CC(=C(C=C2)OC)OC (R,E)-3-(5-(4-(4-acetylpiperazin-1-yl)phenyl)-1H-pyrrolo[2,3-b]pyridin-3-yl)-N-(1-(3,4-dimethoxyphenyl)ethyl)acrylamide